C(C)(=O)OC1=CC=C(OC2=CC(=CC=3N2C=NC3)C(=O)OC)C=C1 methyl 5-(4-acetoxyphenoxy)imidazo[1,5-a]pyridine-7-carboxylate